4-bromo-N-[5-(2-cyano-4-methylthiophen-3-yl)-1,3,4-thiadiazol-2-yl]-5-methoxy-6-oxopyran-2-carboxamide BrC=1C=C(OC(C1OC)=O)C(=O)NC=1SC(=NN1)C1=C(SC=C1C)C#N